FC(OC=1C=NC(=NC1)N1C[C@H](N[C@@H](C1)C)C)F 5-(difluoromethoxy)-2-((3R,5R)-3,5-dimethylpiperazin-1-yl)pyrimidine